4-[[3-(2,3-Difluoro-4-methoxy-phenyl)imidazo[1,2-a]pyrazin-8-yl]amino]-N-[2-(1,1-dimethylpiperidin-1-ium-4-yl)ethyl]-N,2-dimethyl-benzamide 2,2,2-trifluoroacetate FC(C(=O)[O-])(F)F.FC1=C(C=CC(=C1F)OC)C1=CN=C2N1C=CN=C2NC2=CC(=C(C(=O)N(C)CCC1CC[N+](CC1)(C)C)C=C2)C